COC1=C(C=C2C=CN=C(C2=C1)N[C@H]1CNCC1)C(=O)N (R)-7-methoxy-1-(pyrrolidin-3-ylamino)isoquinoline-6-carboxamide